3,3,6-trimethyl-1,5-heptadien-4-ol CC(C=C)(C(C=C(C)C)O)C